C1(CC1)OC1=NC=C(C=C1C=1C=NN2C1N=C(C(=C2)F)N2CCNCC2)F 3-[2-(cyclopropoxy)-5-fluoro-3-pyridyl]-6-fluoro-5-piperazin-1-yl-pyrazolo[1,5-a]pyrimidine